methyl 5-((4-fluorophenoxy)methyl)-2,2-dimethyl-4H-[1,3]dioxino[4,5-c]pyridine-8-carboxylate FC1=CC=C(OCC2=C3C(=C(N=C2)C(=O)OC)OC(OC3)(C)C)C=C1